CN1C(CCC1)=O methyl-pyrrolidinone